(R)-3-hydroxy-3-(3-(3-(6-methoxy-1,3-dihydroisobenzofuran-5-yl)phenyl)isoxazol-5-yl)-1-methylpyrrolidin-2-one O[C@@]1(C(N(CC1)C)=O)C1=CC(=NO1)C1=CC(=CC=C1)C=1C=C2COCC2=CC1OC